OC=1C=CC(=C2C=CC=NC12)[N+](=O)[O-] 8-hydroxy-5-nitroquinoline